N1(CCC1)C(=O)C1=NC(=NC=C1)N1[C@H](C2=C(CC1)NC=N2)C2=NN1C(C(=CC=C1)F)=C2 (R)-azetidin-1-yl(2-(4-(4-fluoropyrazolo[1,5-a]pyridin-2-yl)-1,4,6,7-tetrahydro-5H-imidazo[4,5-c]pyridin-5-yl)pyrimidin-4-yl)methanone